CC1=C(\C=C/C2=C(C=CC3=CC=CC=C23)C=O)C=CC=C1 (Z)-1-(2-methylstyryl)-2-naphthaldehyde